rac-4-[4-fluoro-2-(2,2,2-trifluoroethoxy)phenyl]-2-[4-(1-hydroxyethyl)phenyl]-2,3-dihydro-1H-pyrrolo[3,4-c]pyridin-1-one FC1=CC(=C(C=C1)C1=NC=CC2=C1CN(C2=O)C2=CC=C(C=C2)[C@@H](C)O)OCC(F)(F)F |r|